[In].[Si] silicon indium